1-amino-2,5-dihydroxybenzene NC1=C(C=CC(=C1)O)O